ICCCN1[C@@H](CN(C[C@@H]1C)C(=O)OC(C)(C)C)C tert-butyl (3R,5S)-4-(3-iodopropyl)-3,5-dimethyl-piperazine-1-carboxylate